N-(2,4-difluoro-6-(1-fluorovinyl)phenyl)benzamide FC1=C(C(=CC(=C1)F)C(=C)F)NC(C1=CC=CC=C1)=O